methyl (S)-2-(4-(6-((4-chloro-2-fluorobenzyl) oxy) pyridin-2-yl) phenoxy)-1-(oxetan-2-ylmethyl)-1H-benzo[d]imidazole-6-carboxylate ClC1=CC(=C(COC2=CC=CC(=N2)C2=CC=C(OC3=NC4=C(N3C[C@H]3OCC3)C=C(C=C4)C(=O)OC)C=C2)C=C1)F